COC=1C=C2C(N=C(NC2=CC1OC)C1=NN(C=C1)C)=O 6,7-dimethoxy-2-(1-methylpyrazol-3-yl)quinazoline-4(1H)-one